N1=NC(=CC=C1)CN1N=C2C(=C1)CN(C2)C2=C(C(=CC(=C2)CC(C)C)C)C#N (2-(1,2-diazin-3-ylmethyl)-5,6-dihydro-4H-pyrrolo[4,3-c]pyrazol-5-yl)-6-methyl-4-(2-methylpropyl)benzene-1-carbonitrile